C(#N)C(C[C@H]1C(NCCC1)=O)NC(=O)C(CC(C)(C)C)NC(=O)C=1NC2=CC=CC(=C2C1)OCCOCCOC N-[1-[[1-cyano-2-[(3S)-2-oxo-3-piperidyl]ethyl]carbamoyl]-3,3-dimethyl-butyl]-4-[2-(2-methoxyethoxy)ethoxy]-1H-indole-2-carboxamide